(hexadecanoxy)silane C(CCCCCCCCCCCCCCC)O[SiH3]